C(=O)(OC(C)(C)C)N[C@H](C(C)C)C(=O)O N-Boc-D-valine